ClC=1C2=C(N=CN1)N(C=C2I)CCO 2-(4-chloro-5-iodo-7H-pyrrolo[2,3-d]pyrimidin-7-yl)ethanol